C(#C)C([C@@H]1[C@H]([C@H]([C@@H](O1)C=1NC=CN1)O)O)O 5-ethynyl-l-beta-D-ribofuranosylimidazole